3-(triethoxysilyl)propyl-di-n-tridecylmethyl-ammonium chloride [Cl-].C(C)O[Si](CCC[N+](C)(CCCCCCCCCCCCC)CCCCCCCCCCCCC)(OCC)OCC